C(CCCCC)C1=C(C(=O)O)C=CC(=C1)O.OC1=CC=C(C(=O)OCCCCCC)C=C1 hexyl 4-hydroxybenzoate (hexyl para-hydroxybenzoate)